NCCS(=O)(=O)N1CCC(CC1)NC1=NC=C(C(=N1)NC1=CC=CC=2OCOC21)Br N2-(1-((2-aminoethyl)sulfonyl)piperidin-4-yl)-N4-(benzo[d][1,3]dioxol-4-yl)-5-bromopyrimidine-2,4-diamine